1,4-dicarboxylpiperazine C(=O)(O)N1CCN(CC1)C(=O)O